1-cyclohexyl-3,4-diaminocyclohexane C1(CCCCC1)C1CC(C(CC1)N)N